FC1=CC=C(OC2=CC=C(C=C2)NS(=O)(=O)C2=CC=C(C=C2)C)C=C1 N-(4-(4-fluorophenoxy)phenyl)-4-methylbenzenesulfonamide